C1=CC=CC=2C3=CC=CC=C3C(C12)COC(=O)N([C@H](C(=O)O)CC=1C=NC(=CC1)C)C (2S)-2-[9H-fluoren-9-ylmethoxycarbonyl-(methyl)amino]-3-(6-methylpyridin-3-yl)propionic acid